CC1=CC=C(C=C1)CNC(=O)NC1=CN(C(C2=CC=CC=C12)=O)CC(C)C 1-[(4-methylphenyl)methyl]-3-[2-(2-methylpropyl)-1-oxoisoquinolin-4-yl]urea